C(C=C)C1=NC(=NC=C1)NCC=C allyl-N-allyl-2-pyrimidineamine